NC=1C2=C(N=CN1)C(=CC(=N2)C=2C=C(C=CC2)C#C[C@]2(C(N(CC2)C)=O)O)Br (R)-3-((3-(4-Amino-8-bromopyrido[3,2-d]pyrimidin-6-yl)phenyl)ethynyl)-3-hydroxy-1-methylpyrrolidin-2-one